1-(5-(2,3-dichlorophenyl)-6-methylpyrazin-2-yl)-4-methylpiperidin-4-amine ClC1=C(C=CC=C1Cl)C=1N=CC(=NC1C)N1CCC(CC1)(N)C